(2S)-2-[(tert-butoxycarbonyl)amino]-3-[4-(pyrimidine-2-carboxamido)phenyl]Propionamide C(C)(C)(C)OC(=O)N[C@H](C(=O)N)CC1=CC=C(C=C1)NC(=O)C1=NC=CC=N1